(S)-(-)-2-(diphenyl-phosphino)-2-methoxy-1,1-binaphthyl C1(=CC=CC=C1)P([C@@]1(C(=C2C=CC=CC2=CC1)C1=CC=CC2=CC=CC=C12)OC)C1=CC=CC=C1